(2R,4S)-2-(((S)-1-((4-cyanobenzyl)amino)-1-oxopropan-2-yl)carbamoyl)-4-phenylpiperidine-1-carboxylic acid tert-butyl ester C(C)(C)(C)OC(=O)N1[C@H](C[C@H](CC1)C1=CC=CC=C1)C(N[C@H](C(=O)NCC1=CC=C(C=C1)C#N)C)=O